O[C@@H]1CCN(CC[C@H]1[C@H]1N2C(C3=CC=CC=C13)=CN=C2)S(=O)(=O)N (4R,5S)-4-Hydroxy-5-((R)-5H-imidazo[5,1-a]isoindol-5-yl)azepan-1-sulfonamid